bis[N-(spiro-9,9'-bifluorene-2-yl)-N-phenylamino]biphenyl C1=C(C=CC=2C3=CC=CC=C3C3(C4=CC=CC=C4C4=CC=CC=C43)C12)N(C1=CC=CC=C1)C1=CC=C(C=C1)C1=CC=C(C=C1)N(C1=CC=2C4(C3=CC=CC=C3C2C=C1)C1=CC=CC=C1C1=CC=CC=C14)C1=CC=CC=C1